C1(CCCCC1)N[C@@H]1[C@H](CC(CC1)CO)CC=1C=C2CN(C(C2=CC1)=O)C1C(NC(CC1)=O)=O 3-(5-(((1R,2S)-2-(cyclohexylamino)-5-(hydroxymethyl)cyclohexyl)methyl)-1-oxoisoindolin-2-yl)piperidine-2,6-dione